COC1=C(C(=CC(=C1)C(=O)N1CCOCC1)OC)S(=O)(=O)N 2,6-dimethoxy-4-(morpholine-4-carbonyl)benzenesulfonamide